(1S,2S,5R)-3-(2-(tert-butylamino)-2-oxoacetyl)-N-((S)-3-oxo-1-((S)-2-oxopyrrolidin-3-yl)-4-(trifluoromethoxy)butan-2-yl)-3-azabicyclo[3.1.0]-hexane-2-carboxamide C(C)(C)(C)NC(C(=O)N1[C@@H]([C@H]2C[C@H]2C1)C(=O)N[C@@H](C[C@H]1C(NCC1)=O)C(COC(F)(F)F)=O)=O